FC1=C(C=NC=C1)[N+](=O)[O-] 4-fluoro-3-nitropyridine